(1S,2S)-2'-(5-fluoro-2-((1-(methylsulfonyl)piperidin-4-yl)amino)pyrimidin-4-yl)-2,3',5'-trimethylspiro[cyclopentane-1,6'-thieno[2,3-c]pyrrol]-4'(5'H)-one FC=1C(=NC(=NC1)NC1CCN(CC1)S(=O)(=O)C)C1=C(C2=C([C@@]3(N(C2=O)C)[C@H](CCC3)C)S1)C